C(C)(C)(C)OC(=O)N1CCC2(C3=C(C(NC2)=O)C(=C(N3)C3=NC(=NC=C3)N)I)CC1 2'-(2-aminopyrimidin-4-yl)-3'-iodo-4'-oxo-5',6'-dihydro-1'h-spiro[piperidine-4,7'-pyrrolo[3,2-c]pyridine]-1-carboxylic acid tert-butyl ester